4-cyano-1-butanethiol C(#N)CCCCS